FC=1C(=C(C=CC1F)[C@H]1[C@@H](O[C@]([C@H]1C)(C(F)(F)F)C)C=1NC(=C(C(N1)=O)C(=O)NC)C)OC 2-((2R,3S,4S,5R)-3-(3,4-Difluoro-2-methoxyphenyl)-4,5-dimethyl-5-(trifluoromethyl)tetrahydrofuran-2-yl)-N,6-dimethyl-4-oxo-1,4-dihydropyrimidine-5-carboxamide